1-(4-(2-Oxa-7-azaspiro[3.5]nonan-7-yl)cyclohexyl)-6-isopropyl-5-(8-methoxy-7-methyl-[1,2,4]triazolo[1,5-a]pyridin-6-yl)-1,3-dihydro-2H-benzo[d]imidazol-2-on C1OCC12CCN(CC2)C2CCC(CC2)N2C(NC1=C2C=C(C(=C1)C=1C(=C(C=2N(C1)N=CN2)OC)C)C(C)C)=O